ClC=1C=CC(=NC1O[C@H]1COCC1)NC(=S)N (R)-1-(5-chloro-6-((tetrahydrofuran-3-yl)oxy)pyridin-2-yl)thiourea